C(C)(=O)N1CC2=C(CC1)N(N=C2C2=C1CCN(CC1=CC=C2)C=2C=NC=1N(C2)N=C(C1)C(=O)OCC)C1CCOCC1 ethyl 6-{5-[5-acetyl-1-(oxan-4-yl)-4H,6H,7H-pyrazolo[4,3-c]pyridin-3-yl]-3,4-dihydro-1H-isoquinolin-2-yl}pyrazolo[1,5-a]pyrimidine-2-carboxylate